C1=CC=C(C=C1)N2N=C(N=[N+]2C3=CC=CC=C3)C(=O)O.[Cl-] 2,3-Diphenyl-5-carboxytetrazolium Chloride